OC1CCC(CC1)N(CCCCCCCC(=O)N(CCCCCCCCC=C)CCCCCCCCCC)CCCCCCCC(=O)N(CCCCCCCCCC)CCCCCCCCC=C 8,8'-(((1S,4S)-4-hydroxycyclohex-yl)azanediyl)bis-(N-(dec-9-en-1-yl)-N-decyloctan-amide)